C(C)(C)(C)OC(=O)N1CC(CCC1)CCBr 3-(2-Bromoethyl)piperidine-1-carboxylic acid tert-butyl ester